C(#N)C=1C=C(C(=NC1)[C@@H](C)NC(CN1C(NC2=CC=CC(=C2C1=O)F)=O)=O)F (R)-N-(1-(5-cyano-3-fluoropyridin-2-yl)ethyl)-2-(5-fluoro-2,4-dioxo-1,4-dihydroquinazolin-3(2H)-yl)acetamide